(Butylcyclopentadienyl)-Yttrium C(CCC)C1(C=CC=C1)[Y]